O=C1NC(=C(C=C1C(=O)N)C1=CC=C(C=C1)OCC1=NOC2=C1CCCC2)C(F)(F)F 2-Oxo-5-(4-((4,5,6,7-tetrahydrobenzo[d]isoxazol-3-yl)methoxy)phenyl)-6-(trifluoromethyl)-1,2-dihydropyridin-3-carboxamide